Methyl 4-[(1S)-1-[[4-[6-(cyclohexylmethoxy)-2-pyridyl]tetrahydropyran-4-carbonyl]amino]ethyl]benzoate C1(CCCCC1)COC1=CC=CC(=N1)C1(CCOCC1)C(=O)N[C@@H](C)C1=CC=C(C(=O)OC)C=C1